BrC=1C=2N(C=C(C1)C1CC1)C=C(N2)[C@@H](C)NC2=CC=C1C(=CC(=NC1=C2)[C@@H]2[C@H](C2)C2=NC=CC(=N2)C)Cl N-((R)-1-(8-bromo-6-cyclopropylimidazo[1,2-a]pyridin-2-yl)ethyl)-4-chloro-2-((1S,2S)-2-(4-methylpyrimidin-2-yl)cyclopropyl)quinolin-7-amine